C12=CC=C(N1)C(=C1C=CC(=N1)C(=C1C=CC(N1)=C(C=1C=CC(N1)=C2C2=CC=C(C=C2)S(=O)(=O)O)C2=CC=C(C=C2)S(=O)(=O)O)C2=CC=C(C=C2)S(=O)(=O)O)C2=CC=C(C=C2)S(=O)(=O)O 4,4',4'',4'''-(Porphine-5,10,15,20-tetrayl)tetrakis(benzenesulfonic acid)